FC=1C=NC(=NC1)C=1C=C(C=CC1C)NC(=O)N1[C@H]2C[C@@H](C[C@@]1(C2)C(C)O)C (1R,3S,5S)-N-(3-(5-fluoropyrimidin-2-yl)-4-methylphenyl)-1-(1-hydroxyethyl)-3-methyl-6-azabicyclo[3.1.1]heptane-6-carboxamide